C(=O)(OC(C)(C)C)CCCC(O)N 4-boc-amino-1-butanol